COC1=CC=C(CN(C2=CC(=C(C(=C2)Cl)CCC(=O)OCC)Br)CC2=CC=C(C=C2)OC)C=C1 ethyl 3-(4-(bis(4-methoxybenzyl)amino)-2-bromo-6-chlorophenyl)propanoate